4-(3-bromo-2-fluoro-phenyl)-3-oxo-pentanenitrile BrC=1C(=C(C=CC1)C(C(CC#N)=O)C)F